CC=1C=C(OC1)B1OC(C(O1)(C)C)(C)C 2-(4-methylfuran-2-yl)-4,4,5,5-tetramethyl-1,3,2-dioxaborolane